1-(3-fluoro-2-nitrophenyl)propan-2-one FC=1C(=C(C=CC1)CC(C)=O)[N+](=O)[O-]